methyl (R)-3-((1-aminobutan-2-yl) oxy)-8-chloro-2-naphthoate hydrochloride Cl.NC[C@@H](CC)OC=1C(=CC2=C(C=CC=C2C1)Cl)C(=O)OC